(3-(2-((1-(oxetan-3-yl)-1H-pyrazol-4-yl)amino)pyrimidin-4-yl)-8-azabicyclo[3.2.1]oct-2-en-8-yl)methanone O1CC(C1)N1N=CC(=C1)NC1=NC=CC(=N1)C1=CC2CCC(C1)N2C=O